NCCNC(=O)NC1=CC(=C(C(=C1)C)OC1=CC(=CC(=C1)C)C=1C(=NOC1C)C)C 1-(2-aminoethyl)-3-(4-(3-(3,5-dimethylisoxazol-4-yl)-5-methylphenoxy)-3,5-dimethylphenyl)urea